FC=1C=NC2=CC(=CC=C2C1C1=C2C=NN(C2=CC=C1C)C1OCCCC1)OC 3-fluoro-7-methoxy-4-(5-methyl-1-(tetrahydro-2H-pyran-2-yl)-1H-indazol-4-yl)quinoline